N[C@@H]1C2=CC=CC=C2CC12CCN(CC2)C=2N(C(C1=C(N2)NN=C1C1(CC1)C1=CC=CC=C1)=O)C (S)-6-(1-amino-1,3-dihydrospiro[indene-2,4'-piperidin]-1'-yl)-5-methyl-3-(1-phenylcyclopropyl)-1,5-dihydro-4H-pyrazolo[3,4-d]pyrimidin-4-one